NC1=CC(C(NC1=NC=1C(=NN2C1C=CC=C2)OCCN(C)C)=NC=2C(=NN1C2C=CC=C1)OCCN(C)C)=N N,N'-(5-Amino-3-iminopyridin-2,6(1H,3H)-diyliden)bis{2-[2-(dimethylamino)ethoxy]pyrazolo[1,5-a]pyridin-3-amin}